3-(3,4-Dimethoxyphenyl)-1-(2-hydroxy-4-methoxyphenyl)prop-2-en-1-one COC=1C=C(C=CC1OC)C=CC(=O)C1=C(C=C(C=C1)OC)O